5-((1S,5R)-1-(5-(azetidin-3-ylmethyl)-1,3,4-oxadiazol-2-yl)-5-(trifluoromethyl)-3-azabicyclo[3.1.0]hexane-3-yl)quinoline-8-carbonitrile N1CC(C1)CC1=NN=C(O1)[C@@]12CN(C[C@]2(C1)C(F)(F)F)C1=C2C=CC=NC2=C(C=C1)C#N